6-(2-oxa-6-azaspiro[3.3]heptan-6-ylmethyl)pyridazin C1OCC12CN(C2)CC2=CC=CN=N2